BrC1=NN(C(=C1C#N)N(C)C(=O)OC(C)(C)C)[C@H]1C[C@@H](N(C1)C(=O)[O-])COC (2R,4S)-4-[3-bromo-5-[(tert-butoxycarbonyl)(methyl)amino]-4-cyanopyrazol-1-yl]-2-(methoxymethyl)pyrrolidine-1-carboxylate